Cl.ClC1=C(C=CC(=C1)C(F)(F)F)NC(CN1C(=C(C(C2=NC(=C(C=C12)F)N(C)C)=O)N1CCNCC1)CC)=O N-[2-chloro-4-(trifluoromethyl)phenyl]-2-[6-(dimethylamino)-2-ethyl-7-fluoro-4-oxo-3-piperazin-1-yl-1,5-naphthyridin-1-yl]acetamide hydrochloride